N-(4-(2-(diethylamino)ethoxy)phenyl)-4-(3-phenylisooxazolidin-2-yl)pyrimidin-2-amine C(C)N(CCOC1=CC=C(C=C1)NC1=NC=CC(=N1)N1OCCC1C1=CC=CC=C1)CC